vinylpyrrolidone-methacrylic acid amide C(=C)C1C(N(CC1)CC(C(=O)N)=C)=O